N-(6-chlorohexyl)-4-(3-(4-cyano-3-(trifluoromethyl)phenyl)-5,5-dimethyl-4-oxo-2-thioxoimidazolidin-1-yl)-2-fluorobenzamide ClCCCCCCNC(C1=C(C=C(C=C1)N1C(N(C(C1(C)C)=O)C1=CC(=C(C=C1)C#N)C(F)(F)F)=S)F)=O